gamma-(N,N'-dimethylguanidino)propyltrimethoxysilane CN(C(=NC)N)CCC[Si](OC)(OC)OC